3-((5-nitro-1-(phenylsulfonyl)-1H-pyrrolo[2,3-b]pyridine-4-yl)amino)tetrahydro-2H-pyran-3-carboxylic acid methyl ester COC(=O)C1(COCCC1)NC1=C2C(=NC=C1[N+](=O)[O-])N(C=C2)S(=O)(=O)C2=CC=CC=C2